ClC=1N=C2N(C=NC=C2I)C1 chloro-8-iodoimidazo[1,2-c]pyrimidine